(3-(3-chlorophenyl)-1-(2,2-difluoroethyl)-1H-indazol-5-yl)(9-methyl-3,9-diazaspiro[5.5]undec-3-yl)methanone ClC=1C=C(C=CC1)C1=NN(C2=CC=C(C=C12)C(=O)N1CCC2(CC1)CCN(CC2)C)CC(F)F